FC=1C=CC(=C(C1)C1=CC=C(C=C1)C1N(CCNC1)C1=CC=C(C(=O)NC2=NC=CC=C2)C=C1)F 4-[2-(4-(5-fluoro-2-fluorophenyl)phenyl)-1-piperazinyl]-N-(2-pyridyl)benzamide